O[C@@H](C(=O)NC1=CC=C(C(=O)OC(C)(C)C)C=C1)CC1=CC=CC=C1 tert-butyl (R)-4-(2-hydroxy-3-phenylpropanamido)benzoate